theanine N[C@@H](CCC(=O)NCC)C(=O)O